1-[3-fluoro-5-isobutyl-2-(2H-tetrazol-5-yl)phenyl]piperazine FC=1C(=C(C=C(C1)CC(C)C)N1CCNCC1)C=1N=NNN1